ClC1=NC(=NC(=C1)C1=C(C=CC=C1C)C)NS(=O)(=O)C=1C=C(C(=O)N2[C@H](CN(C[C@H](C2)O)C(=O)OC(C)(C)C)C(C)C)C=CC1 tert-butyl (3S,6S)-4-[3-[[4-chloro-6-(2,6-dimethylphenyl)pyrimidin-2-yl]sulfamoyl]benzoyl]-6-hydroxy-3-isopropyl-1,4-diazepane-1-carboxylate